C(C)(C)(C)O[C@H](C(=O)O)C1=C(C2=C(N=C(S2)C=2C=C3C(=NN(C3=CC2)C)C2CCN(CC2)C2CN(C2)C(=O)OC)C=C1C)C1=CC=C(C=C1)Cl (S)-2-(tert-butoxy)-2-(7-(4-chlorophenyl)-2-(3-(1-(1-(methoxycarbonyl)azetidin-3-yl)piperidin-4-yl)-1-methyl-1H-indazol-5-yl)-5-methylbenzo[d]thiazol-6-yl)acetic acid